6-[3-(1-cyclohexylpyrazol-4-yl)-7,8-dihydro-5H-1,6-naphthyridin-6-yl]-5-methyl-pyridine-3-carbonitrile C1(CCCCC1)N1N=CC(=C1)C=1C=NC=2CCN(CC2C1)C1=C(C=C(C=N1)C#N)C